FC=1C=C(OC(C(=O)N2CCC3(CS(C3)(=O)=O)CC2)C)C=CC1F 2-(3,4-difluorophenoxy)-1-(2,2-dioxo-2-thia-7-azaspiro[3.5]nonan-7-yl)propan-1-one